6-chloro-8-fluoro-7-(5-methyl-1H-indazol-4-yl)-4-((R)-3-methylpiperazin-1-yl)-1-(((S)-1-methylpyrrolidin-2-yl)methyl)-2-oxo-1,2-dihydroquinoline-3-carbonitrile ClC=1C=C2C(=C(C(N(C2=C(C1C1=C2C=NNC2=CC=C1C)F)C[C@H]1N(CCC1)C)=O)C#N)N1C[C@H](NCC1)C